C(#C)C=1C=NC(=NC1)N1C[C@@H](N(CC1)C1=NC=CC=N1)CO (R)-(4-(5-ethynylpyrimidin-2-yl)-1-(pyrimidin-2-yl)piperazin-2-yl)methanol